C(C)(=O)O[C@@H]1[C@H](O[C@H]([C@@H]([C@H]1OC(C)=O)OC(C)=O)SCCCNC(=O)OCC1C2=CC=CC=C2C2=CC=CC=C12)COC(C)=O N-Fmoc-(2R,3R,4S,5R,6S)-2-(acetoxymethyl)-6-((3-aminopropyl)thio)tetrahydro-2H-pyran-3,4,5-triyl triacetate